NC1CN(CCC1)CC1=CC=C(C=C1)C1=CC=C(C=C1)C(=O)NC=1SC=CC1C(=O)N 2-(4'-((3-aminopiperidin-1-yl)methyl)-[1,1'-biphenyl]-4-carboxamido)thiophene-3-carboxamide